3-(1,3-didecyl-2-(decyldimethylsilyl)-1,1,3,3-tetramethyltrisilan-2-yl)prop-2-yn-1-yl(tert-butoxycarbonyl)-L-leucinate C(CCCCCCCCC)[Si]([Si]([Si](C)(C)CCCCCCCCCC)([Si](C)(C)CCCCCCCCCC)C#CCN([C@@H](CC(C)C)C(=O)[O-])C(=O)OC(C)(C)C)(C)C